N-(4-(2-((3-Methylchinolin-4-yl)amino)ethyl)phenyl)methansulfonamid CC=1C=NC2=CC=CC=C2C1NCCC1=CC=C(C=C1)NS(=O)(=O)C